2-amino-4-(butylamino)-6-(5-oxo-5-(piperazin-1-yl)pentyl)pyrimido[4,5-d]pyridazin-5(6H)-one NC=1N=C(C2=C(C=NN(C2=O)CCCCC(N2CCNCC2)=O)N1)NCCCC